FC=1C=C(C=CC1C)S(=O)(=O)N1CC(OCC1)C1=C(SC2=C1C=CC=C2)C(=O)N [4-(3-Fluoro-4-methyl-phenyl)-sulfonylmorpholin-2-yl]benzothiophen-2-carboxamid